5-((dimethylamino)methyl)-N-((4-fluoro-2-isopropyl-6-(pyridin-3-yl)phenyl)carbamoyl)-1-methyl-1H-pyrazole-3-sulfonamide CN(C)CC1=CC(=NN1C)S(=O)(=O)NC(NC1=C(C=C(C=C1C=1C=NC=CC1)F)C(C)C)=O